((1-(2-hydroxyethyl)-2-oxo-1,2-dihydropyridin-3-yl)methyl)-6-(4-methoxyphenylsulphonyl)phthalazin-1(2H)-one OCCN1C(C(=CC=C1)CN1C(C2=CC=C(C=C2C=N1)S(=O)(=O)C1=CC=C(C=C1)OC)=O)=O